C(C)(C)(C)OOC=1C(=C(C=CC1C(C)C)C(C)C)OOC(C)(C)C bis(t-butylperoxy)-p-diisopropylbenzene